[amino-[[(3S,8S,9S,10R,13R,14S,17R)-17-[(1R)-1,5-dimethylhexyl]-10,13-dimethyl-2,3,4,7,8,9,11,12,14,15,16,17-dodecahydro-1H-cyclopenta[a]phenanthren-3-yl]sulfanyl]methylene]ammonium NC(S[C@H]1CC[C@@]2([C@H]3CC[C@@]4([C@H](CC[C@H]4[C@@H]3CC=C2C1)[C@@H](CCCC(C)C)C)C)C)=[NH2+]